N-[(1s,3r)-3-hydroxycyclopentyl]pyridine-2-carboxamide O[C@H]1C[C@H](CC1)NC(=O)C1=NC=CC=C1